COC1=C(C=CC(=C1)S(=O)(=O)C)[N+](=O)[O-] 2-methoxy-4-(methylsulfonyl)-1-nitrobenzene